(oxetan-3-yl)piperazin O1CC(C1)N1CCNCC1